allylsulfonic acid-acryl amide C(=O)(C=C)NS(=O)(=O)CC=C